6-(3-((4-(Pentafluoro-λ6-sulfaneyl)phenyl)amino)pyrazin-2-yl)quinazolin-4-amine FS(C1=CC=C(C=C1)NC=1C(=NC=CN1)C=1C=C2C(=NC=NC2=CC1)N)(F)(F)(F)F